9-(4-bromobenzyl)-2-chloro-7-methyl-7,9-dihydro-8H-purin-8-imine BrC1=CC=C(CN2C3=NC(=NC=C3N(C2=N)C)Cl)C=C1